Tert-butyl (4-fluoro-2-methoxy-5-nitrophenyl)carbamate FC1=CC(=C(C=C1[N+](=O)[O-])NC(OC(C)(C)C)=O)OC